chloro(dimethyl)isopropyl-silane Cl[Si](C(C)C)(C)C